C(#N)N1CC(CC1)=CC(=O)N(CC=1C=C2C=CC=NC2=CC1)C 2-(1-cyanopyrrolidin-3-ylidene)-N-methyl-N-(quinolin-6-ylmethyl)acetamide